6-((4-((2-amino-4-phenylthiazol-5-yl)oxy)pyridin-2-yl)amino)nicotinamide NC=1SC(=C(N1)C1=CC=CC=C1)OC1=CC(=NC=C1)NC1=NC=C(C(=O)N)C=C1